C(CCCC)N1N=C(C=C1)C1=CC=C(N)C=C1 4-(1-pentylpyrazol-3-yl)aniline